6,7-difluoro-3-{1-[4-((S)-3-methoxymethyl-pyrrolidine-1-carbonyl)-phenyl]-1H-[1,2,3]triazol-4-yl}-1H-quinolin-2-one FC=1C=C2C=C(C(NC2=CC1F)=O)C=1N=NN(C1)C1=CC=C(C=C1)C(=O)N1C[C@H](CC1)COC